COC=1C=C2C(=CC=NC2=CC1OC)OC1=C(C=C(C=C1)NC(=O)C1=NN(C(=C1)S(=O)(=O)C)C1=CC=C(C=C1)F)F N-(4-((6,7-dimethoxyquinolin-4-yl)oxy)-3-fluorophenyl)-1-(4-fluorophenyl)-5-(methylsulfonyl)-1H-pyrazole-3-carboxamide